C(CCCCCCCCCCCCCCC)(=O)C(OP(OC[C@@H](CO)OC(C=CCCCCCCCCCCCCCCC)=O)(=O)O)CN hexadecanoyl-2-(9Z-octadecenoyl)-sn-glycero-3-phosphoethanolamine